C(C)(C)OC1=CC2=C(C(C=3NC4=CC(=CC=C4C3C2=O)C#N)(C)C)C=C1OC1=CC=NC=C1 9-Isopropoxy-6,6-dimethyl-11-oxo-8-(pyridin-4-yloxy)-6,11-dihydro-5H-benzo[b]carbazole-3-carbonitrile